C(#N)C1=C(C(=C(C(=C1)C(C)C)NC(=O)N=[S@](=O)(N)C=1OC(=C(C1)C(C)(C)O)C)C(C)C)F (R)-N'-(4-cyano-3-fluoro-2,6-diisopropylphenylcarbamoyl)-4-(2-hydroxypropan-2-yl)-5-methylfuran-2-sulfonimidamide